Cl[Ir] chloroiridium (I)